ClC1=NN(C2=NC(=NC=C21)Cl)CC(COC2=NN(C(=C2[N+](=O)[O-])C2CC2)C=2N(N=C(C2)C)C)F 3,6-dichloro-1-(3-((5-cyclopropyl-2',5'-dimethyl-4-nitro-2'H-[1,3'-bi-pyrazol]-3-yl)oxy)-2-fluoropropyl)-1H-pyrazolo[3,4-d]pyrimidine